bis(fluoromethyl)dimethylsilane FC[Si](C)(C)CF